(NZ,R)-N-[1-(6-fluoro-2-morpholino-4-oxo-3H-quinazolin-8-yl)ethylidene]-2-methyl-propane-2-sulfinamide FC=1C=C2C(NC(=NC2=C(C1)\C(\C)=N/[S@](=O)C(C)(C)C)N1CCOCC1)=O